CO[Si](CCCN1C(N(C(N(C1=O)CCC[Si](OC)(OC)OC)=O)CCC[Si](OC)(OC)OC)=O)(OC)OC 1,3,5-tris-[3-(trimethoxysilyl)propyl]-1,3,5-triazine-2,4,6(1H,3H,5H)-trione